4-(2-(6-isopropoxy-2,3-dihydro-4H-benzo[b][1,4]Oxazin-4-yl)ethyl)phenylacetamide C(C)(C)OC1=CC2=C(OCCN2CCC2=CC=C(C=C2)CC(=O)N)C=C1